O1N=C(C=C1)C(=O)NC1=NC2=CC=CC=C2C(N1)=O Isoxazoleformamido-4(3H)-quinazolinone